Cl.NCCOCCN1CC2=CC(=CC=C2CC1)NC1=NC=C2C(=N1)N(N=C2NC2=C(C=CC=C2C)C)C N6-(2-(2-(2-aminoethoxy)ethyl)-1,2,3,4-tetrahydroisoquinolin-7-yl)-N3-(2,6-dimethylphenyl)-1-methyl-1H-pyrazolo[3,4-d]pyrimidine-3,6-diamine hydrochloride